ethyl 6-hydroxy-4-methoxy-2,3-dihydro-1H-indene-2-carboxylate (1R,3S)-3-(5-amino-1-tert-butylpyrazol-3-yl)cyclopentyl-N-isopropylcarbamate NC1=CC(=NN1C(C)(C)C)[C@@H]1C[C@@H](CC1)N(C(O)=O)C(C)C.OC1=CC(=C2CC(CC2=C1)C(=O)OCC)OC